5-Fluoropyrazine FC=1N=CC=NC1